tert-butyl [(R)-1-(4-bromophenyl)-2-methylpropyl]carbamate BrC1=CC=C(C=C1)[C@@H](C(C)C)NC(OC(C)(C)C)=O